8-fluoro-1,2,3,4,4a,9b-hexahydrobenzofuro[3,2-b]pyridine FC=1C=CC2=C(C1)C1NCCCC1O2